C1(OC=CC2=C1C=CC=C2)=O 1H-2-benzopyran-1-one